C12CC=C(N1)C=C1C=CC(=N1)C=C1C=CC(N1)=CC=1C=CC(N1)=C2.[Na] sodium dihydroporphin